COC1=NC(=CC=C1[C@H]1[C@@H](O[C@]([C@H]1C)(C(F)(F)F)C)C(=O)NC1=CC(=NC=C1)C(=O)N)C(F)(F)F |r| rac-(2R,3S,4S,5R)-4-[[3-[2-methoxy-6-(trifluoromethyl)-3-pyridyl]-4,5-dimethyl-5-(trifluoromethyl)tetrahydrofuran-2-carbonyl]amino]pyridine-2-carboxamide